ethyl 2-(2-((5-(3-(aminomethyl)phenyl)benzofuran-3-yl)methoxy)-5-methoxyphenyl)acetate NCC=1C=C(C=CC1)C=1C=CC2=C(C(=CO2)COC2=C(C=C(C=C2)OC)CC(=O)OCC)C1